C(CCCCCCCCCCCCCCCCCCCC)C1=C2C=CC=CC2=CC=C1 5-heneicosanyl-naphthalene